Methyl 16-(propylsulfonamido)hexadecanoate C(CC)S(=O)(=O)NCCCCCCCCCCCCCCCC(=O)OC